Br.N1CC(CC1)C=1C(=NSC1)O (3-pyrrolidinyl)-3-hydroxyisothiazole hydrobromide